1-cyclopentyl-N-[(3S)-5-methyl-4-oxo-2,3-dihydro-1,5-benzoxazepin-3-yl]pyrazolo[3,4-d]pyrimidine-6-carboxamide C1(CCCC1)N1N=CC=2C1=NC(=NC2)C(=O)N[C@H]2COC1=C(N(C2=O)C)C=CC=C1